1-(5-Bromo-3-fluoro-2-nitrophenoxy)cyclopropane-1-carboxylic acid ethyl ester C(C)OC(=O)C1(CC1)OC1=C(C(=CC(=C1)Br)F)[N+](=O)[O-]